FC=1C(=C(C(=O)O)C=CC1)C(F)(F)F 3-fluoro-2-(trifluoromethyl)benzoic acid